2-(hydroxymethyl)-5-methylenetetrahydrofuran-3,4-diol OCC1OC(C(C1O)O)=C